(R)-N-(benzo[d]thiazol-5-ylmethyl)-1-methyl-4-(2-(4-(trifluoromethyl)phenyl)-2H-pyrazolo[3,4-d]pyrimidin-4-yl)piperazine-2-carboxamide S1C=NC2=C1C=CC(=C2)CNC(=O)[C@@H]2N(CCN(C2)C=2C=1C(N=CN2)=NN(C1)C1=CC=C(C=C1)C(F)(F)F)C